C(C#CCC(=O)[O-])C(=O)[O-] 2-butyn-1,4-diyl-dicarboxylate